methyl 5-methoxy-6-(pyrazol-1-yl)pyrazine-2-carboxylate COC=1N=CC(=NC1N1N=CC=C1)C(=O)OC